COC=1C=C(C=CC1OC)C1=CC=C(C=C1)C=1OC2=C(C1)C=CC(=C2)C=O (3',4'-dimethoxy-[1,1'-biphenyl]-4-yl)benzofuran-6-carbaldehyde